8-Cyclopentyl-N-(3-fluoro-4-(1-(4-fluorophenyl)-1H-pyrazol-4-yl)benzyl)-7H-purine-6-carboxamide C1(CCCC1)C1=NC2=NC=NC(=C2N1)C(=O)NCC1=CC(=C(C=C1)C=1C=NN(C1)C1=CC=C(C=C1)F)F